C1(=CC=CC=2C(=CC=CC12)C(=O)[O-])C(=O)[O-].[Ru+3].C1(=CC=CC=2C(=CC=CC12)C(=O)[O-])C(=O)[O-].C1(=CC=CC=2C(=CC=CC12)C(=O)[O-])C(=O)[O-].[Ru+3] ruthenium 1,5-naphthalenedicarboxylate